(4S)-4-fluoro-N-((R)-(3-fluoro-4-(trifluoromethyl)phenyl)(3-oxetanyl)methyl)-1-(3-(methylsulfonyl)benzoyl)-D-prolinamide F[C@H]1C[C@@H](N(C1)C(C1=CC(=CC=C1)S(=O)(=O)C)=O)C(=O)N[C@H](C1COC1)C1=CC(=C(C=C1)C(F)(F)F)F